CN([C@@H](CNC(=O)N1CC(C2=NC(=CC=C21)C)(C)C)C2=CC(=CC=C2)OC)C (R)-N-(2-(dimethylamino)-2-(3-methoxyphenyl)ethyl)-3,3,5-trimethyl-2,3-dihydro-1H-pyrrolo[3,2-b]pyridine-1-carboxamide